C(C)(C)(C)C1=CC=2C(=NC(=CN2)C(CCC[C@@H](CC2CC2)[C@H]2N(C(OC2)(C)C)C(=O)OC(C)(C)C)=O)N1C tert-Butyl (4R)-4-[(1S)-5-(6-tert-butyl-5-methyl-pyrrolo[2,3-b]pyrazin-3-yl)-1-(cyclopropylmethyl)-5-oxo-pentyl]-2,2-dimethyl-oxazolidine-3-carboxylate